C1(CC2C(CC1)O2)CC[Si](OCCCC)(C)C β-(3,4-epoxycyclohexyl)ethyl-dimethylbutoxysilane